CCCCCCCC/C=C\CCCCCCCC(=O)OC[C@H](COP(=O)([O-])OCC[N+](C)(C)C)OC(=O)CCCCCCC/C=C\CCCCCC 1-(9Z-octadecenoyl)-2-(9Z-hexadecenoyl)-sn-glycero-3-phosphocholine